(E)-N-(3-fluoro-5-chlorobenzyl)-3-(2-(pyridin-2-yl)vinyl)-1H-indazol-5-amine FC=1C=C(CNC=2C=C3C(=NNC3=CC2)\C=C\C2=NC=CC=C2)C=C(C1)Cl